CN1C(NC(=C1)C1=CC=CC=C1)=NC(C1=CC=CC=C1)=O N-(1-Methyl-4-phenyl-1,3-dihydro-2H-imidazol-2-ylidene)benzamide